O=C1C=2C=CC=CC2C(C2=C1OC1=C2C=C(C=C1)C(=O)O)=O 6,11-dioxo-6,11-dihydronaphtho[2,3-b]benzofuran-2-carboxylic acid